(R)-2-((1-(3-ethyl-2-(isoindolin-2-yl)-6-methyl-4-oxo-3,4-dihydroquinazolin-8-yl)ethyl)amino)nicotinic acid C(C)N1C(=NC2=C(C=C(C=C2C1=O)C)[C@@H](C)NC1=C(C(=O)O)C=CC=N1)N1CC2=CC=CC=C2C1